O1CCN(CC1)C1=NC=CC2=C1C=C(N2)C2=CC=C(N[C@H](C(F)(F)F)C1CCNCC1)C=C2 (S)-4-(4-morpholino-1H-pyrrolo[3,2-c]pyridin-2-yl)-N-(2,2,2-trifluoro-1-(piperidin-4-yl)ethyl)aniline